2-(((1R,2S)-2-(4-(2-aminopropan-2-yl)phenyl)cyclopropyl)methyl)-N-(2,4-dimethoxybenzyl)-7,9-difluoro-[1,2,4]triazolo[1,5-c]quinazolin-5-amine NC(C)(C)C1=CC=C(C=C1)[C@@H]1[C@H](C1)CC1=NN2C(=NC=3C(=CC(=CC3C2=N1)F)F)NCC1=C(C=C(C=C1)OC)OC